4-carbamimidoyl-2-fluorophenyl (Z)-3-ethyl-2-((3-methoxy-2,2-dimethyl-3-oxopropyl)imino)-2,3-dihydrobenzo[d]thiazole-6-carboxylate C(C)N1/C(/SC2=C1C=CC(=C2)C(=O)OC2=C(C=C(C=C2)C(N)=N)F)=N/CC(C(=O)OC)(C)C